CC1=NC(=CC(=C1C)C1=CC=NC=C1)C 2,3,6-trimethyl-4,4'-bipyridine